(S)-4-((1-(4-(2-(tert-butoxy)-5-methylpyridin-4-yl)-2,5-difluorophenyl)ethyl)amino)-2-ethyl-2,3-dihydro-1H-pyrrolo[3,4-c]pyridin-1-one C(C)(C)(C)OC1=NC=C(C(=C1)C1=CC(=C(C=C1F)[C@H](C)NC1=NC=CC2=C1CN(C2=O)CC)F)C